3-(2-bromobenzothiophen-3-yl)propoxy-tert-butyl-dimethylsilane BrC=1SC2=C(C1CCCO[Si](C)(C)C(C)(C)C)C=CC=C2